5-(piperidin-4-yloxy)benzofuran-3(2H)-one N1CCC(CC1)OC=1C=CC2=C(C(CO2)=O)C1